C(C)NN(NCC)CCC N,N-diethylaminopropylamine